NCC(=O)O.C(CCC)CON1CN(C=C1)C 1-butylmethoxy-3-methylimidazole glycine salt